C(C)(C)(C)OC(=O)N1C(CC(CC1)(C(=O)O)O)C 1-(tert-butoxycarbonyl)-4-hydroxy-2-methylpiperidine-4-carboxylic acid